octanedioate C(CCCCCCC(=O)[O-])(=O)[O-]